ClC1=CC(=C(N=N1)OC(F)F)NCC1=CC=C(C=C1)C=1N(C=C(N1)C(F)(F)F)C(C)C 6-chloro-3-(difluoromethoxy)-N-(4-(1-isopropyl-4-(trifluoromethyl)-1H-imidazol-2-yl)benzyl)pyridazin-4-amine